perfluorooctyl-sulfonamide propyl-aminoxide C(CC)N[O-].FC(C(C(C(C(C(C(C(F)(F)F)(F)F)(F)F)(F)F)(F)F)(F)F)(F)F)(S(=O)(=O)N)F